FC(C)(F)C1=NC(=CC(=N1)NC1=C(C=NC(=C1)NC(C)=O)C1=NC=CC(=C1)F)C N-(4'-((2-(1,1-difluoroethyl)-6-methylpyrimidin-4-yl)amino)-4-fluoro-[2,3'-bipyridyl]-6'-yl)acetamide